3-(isoindolin-2-yl)-1-(1,2,3,4-tetrahydroquinolin-7-yl)propan-1-one C1N(CC2=CC=CC=C12)CCC(=O)C1=CC=C2CCCNC2=C1